3-(4-(benzo[d]thiazol-6-yl)phenyl)hex-4-ynoic acid S1C=NC2=C1C=C(C=C2)C2=CC=C(C=C2)C(CC(=O)O)C#CC